N-(4-cyanocyclohexyl)-4-{2-[(piperidin-3-yl)amino]-5-(trifluoromethyl)pyrimidin-4-yl}-1H-pyrrol-2-carboxamide C(#N)C1CCC(CC1)NC(=O)C=1NC=C(C1)C1=NC(=NC=C1C(F)(F)F)NC1CNCCC1